(1S,2S)-2-amino-1-cyclopentanecarboxylic acid N[C@@H]1[C@H](CCC1)C(=O)O